ethyl 4-(4-(4-((5-chloro-3-fluoropyridin-2-yl) oxy) phenyl) pyrimidin-2-yl)-3-oxobutanoate ClC=1C=C(C(=NC1)OC1=CC=C(C=C1)C1=NC(=NC=C1)CC(CC(=O)OCC)=O)F